COC1=C(C=2C3=CC=CC=C3C3=CC=CC(=C1)C23)OC dimethoxyfluoranthene